C(C)(C)(C)OC(NCC1=NNC(C2=C(C=C(C=C12)Cl)C#N)=O)=O (7-chloro-5-cyano-4-oxo-3,4-dihydro-phthalazin-1-yl)methylcarbamic acid tert-butyl ester